tert-butyl (1-(4-((4-(6-chloro-4-(cyclopropylsulfonyl)pyridin-2-yl)piperazin-1-yl)sulfonyl)phenyl)-5-oxopyrrolidin-3-yl)carbamate ClC1=CC(=CC(=N1)N1CCN(CC1)S(=O)(=O)C1=CC=C(C=C1)N1CC(CC1=O)NC(OC(C)(C)C)=O)S(=O)(=O)C1CC1